C(=O)OC1=C(C=CC(=C1)C1=NC=NC(=C1)OC)C1=NC=C(N=C1)NC1CC(NC(C1)(C)C)(C)C 5-(6-methoxypyrimidin-4-yl)-2-{5-[(2,2,6,6-tetramethylpiperidin-4-yl)amino]pyrazin-2-yl}phenol formate